C(C)(C)(C)OC(=O)N1[C@@H](C[C@H](C1)F)COC=1C=CC(=C(C(=O)O)C1)C 5-(((2S,4R)-1-(tert-butoxycarbonyl)-4-fluoropyrrolidin-2-yl)methoxy)-2-methylbenzoic acid